tert-butyl N-[9-[2-(2,6-dioxo-3-piperidyl)-1,3-dioxo-isoindolin-4-yl] nonyl]-N-methyl-carbamate O=C1NC(CCC1N1C(C2=CC=CC(=C2C1=O)CCCCCCCCCN(C(OC(C)(C)C)=O)C)=O)=O